methyl 4-(2-methoxy-2-oxo-ethyl)-1H-pyrrole-3-carboxylate COC(CC=1C(=CNC1)C(=O)OC)=O